C1=CC=C2C(=C1)C(=O)C3=NC(=C(N23)N)C#N The molecule is an imidazoindole that is 9H-imidazo[1,2-a]indole which is substituted at positions 2, 3, and 9 by cyano, amino, and oxo groups, respectively. It is an imidazoindole, a nitrile and a primary amino compound.